C(#N)C1=CC=C(C(=O)NC=2C=NC=CC2O)C=C1 4-Cyano-N-(4-hydroxypyridin-3-yl)benzamide